6-(1-(4-(2-(2-aminopyridin-3-yl)-5-phenyl-3H-imidazo[4,5-b]pyridin-3-yl)benzyl)piperidin-4-yl)-2-thia-6-azabicyclo[5.2.0]non-1(7)-ene-8,9-dione NC1=NC=CC=C1C1=NC=2C(=NC(=CC2)C2=CC=CC=C2)N1C1=CC=C(CN2CCC(CC2)N2CCCSC=3C(C(C23)=O)=O)C=C1